BrC=1C(=NN2C1N=C(NC2=O)S)CO 8-bromo-7-(hydroxymethyl)-2-sulfanyl-3H-pyrazolo[1,5-a][1,3,5]triazin-4-one